4-(5-(quinoxalin-6-yl)-3-(4-(trifluoromethyl)phenyl)-4,5-dihydro-1H-pyrazol-1-yl)butanoic acid N1=CC=NC2=CC(=CC=C12)C1CC(=NN1CCCC(=O)O)C1=CC=C(C=C1)C(F)(F)F